ClC=1C=CC2=C(C[C@@H](CC=3N2C(=NN3)[C@@H]3CC[C@H](CC3)OC3=NC=CC=C3)NC(=O)C3CCC3)C1 N-{(5S)-8-chloro-1-[trans-4-(pyridin-2-yloxy)cyclohexyl]-5,6-dihydro-4H-[1,2,4]triazolo[4,3-a][1]benzazepin-5-yl}cyclobutanecarboxamide